3-(3,3-difluoropiperidin-1-yl)-4-(((1-methylcyclopropyl)sulfonyl)carbamoyl)benzoic acid FC1(CN(CCC1)C=1C=C(C(=O)O)C=CC1C(NS(=O)(=O)C1(CC1)C)=O)F